C(C1=CC=CC=C1)O[C@@H]1[C@@H](CCC1)NC(=O)[C@H]1N(C[C@@H](C1)F)C(CN1N=C(C2=CC(=CC=C12)C1=CN=NC=C1)C(=O)N)=O 1-(2-((2S,4R)-2-((1R,2S)-2-(benzyloxy)cyclopentylcarbamoyl)-4-fluoropyrrolidin-1-yl)-2-oxoethyl)-5-(pyridazin-4-yl)-1H-indazole-3-carboxamide